(R)-2,3-difluorodispiro[indene-1,1'-cyclohexane-3',2''-[1,3]dioxolane] FC1=C(C2=CC=CC=C2[C@@]12CC1(OCCO1)CCC2)F